4-(Aminomethyl)-3-methoxypiperidine-1-carboxylic acid tert-butyl ester C(C)(C)(C)OC(=O)N1CC(C(CC1)CN)OC